N[C@H]1C[C@@H](CCCC1)O (1R,3R)-3-aminocycloheptanol